C(C)P(=O)(CC)C=1C(C(=C2C(N3[C@H](N(N2C1)[C@@H]1C2=C(SCC4=C1C=CC(=C4F)F)C=CC=C2)COCC3)=O)O)=O (R)-9-(Diethylphosphoryl)-12-((S)-7,8-Difluoro-6,11-Dihydrodibenzo[b,e]-Thiepin-11-yl)-7-Hydroxy-3,4,12,12a-Tetrahydro-1H-[1,4]Oxazino[3,4-c]Pyrido[2,1-f][1,2,4]Triazine-6,8-Dione